COC1=CC=C(C=C1)/C(=C\C1=CC=C(C=C1)OC)/C1=C(C=CC=C1)C1=C(C=CC(=C1)F)P(C1=CC=CC=C1)C1=CC=CC=C1 (E)-(2'-(1,2-bis(4-methoxyphenyl)vinyl)-5-fluoro-[1,1'-biphenyl]-2-yl)diphenylphosphine